COC1=CC(=CC(=C1O)O)C2=[O+]C3=CC(=CC(=C3C=C2O[C@H]4[C@@H]([C@H]([C@@H]([C@H](O4)COC(=O)/C=C\\C5=CC=C(C=C5)O)O)O)O)O)O The molecule is an anthocyanin cation that is petunidin substituted at position 3 by a 6-O-(cis-4 coumaryl)-beta-D-glucosyl residue. It has a role as a metabolite. It is a beta-D-glucoside, an anthocyanin cation, a cinnamate ester, an aromatic ether and a polyphenol. It derives from a cis-4-coumaric acid and a petunidin.